C1(CC1)C(C=O)C 2-cyclopropylpropan-1-on